ONC(CC1=CC=C(C=C1)CC(C)(C)C)=N N-hydroxy-2-(4-neopentylphenyl)acetamidine